C(C=C)SCC(=O)C=1C(OC2=C(C1)C=CC=C2)=O 3-(2-(allylthio)acetyl)benzopyran-2-one